(R)-1-chloro-N-(5,5-dimethyltetrahydrofuran-3-yl)pyrido[3,4-d]pyridazin-4-amine ClC1=C2C(=C(N=N1)N[C@H]1COC(C1)(C)C)C=NC=C2